C(C)OC(CCC1=C(C2=C(N(N=N2)CCCOCCOCC2=CC=CC=C2)C=C1)C)=O 3-(1-{3-[2-(benzyloxy)ethoxy]Propyl}-4-methyl-1H-benzotriazol-5-yl)propionic acid ethyl ester